(S)-3-(2-hydroxyethoxy)-4-(trityloxy)butan-1-ol OCCO[C@@H](CCO)COC(C1=CC=CC=C1)(C1=CC=CC=C1)C1=CC=CC=C1